3-bromo-4-chlorophenyl 2,4,6-tri-O-acetyl-3-azido-3-deoxy-1-thio-alpha-D-galactopyranoside C(C)(=O)O[C@H]1[C@@H](SC2=CC(=C(C=C2)Cl)Br)O[C@@H]([C@@H]([C@@H]1N=[N+]=[N-])OC(C)=O)COC(C)=O